[Au].C(C)(=O)N[C@@H](CS)C(=O)O N-acetyl-L-cysteine gold